3-((3-exo)-3-((8-methyl-7-((5-methyl-1H-pyrazol-3-yl)amino)-1,6-naphthyridin-5-yl)amino)-8-azabicyclo[3.2.1]octan-8-yl)propionitrile CC=1C(=NC(=C2C=CC=NC12)NC1CC2CCC(C1)N2CCC#N)NC2=NNC(=C2)C